N[C@@H]1[C@H](CN(CC1)C1=CC(=NC=C1C=1C=NN(C1)C(F)F)NC1=NC(=NC=C1)C1=C(C=CC=C1OC)F)F N-(4-((3S,4S)-4-amino-3-fluoropiperidin-1-yl)-5-(1-(difluoromethyl)-1H-pyrazol-4-yl)pyridin-2-yl)-2-(2-fluoro-6-methoxyphenyl)pyrimidin-4-amine